C(C)N1N=C(C(=C1)C1=C(C=CC=C1)C1=C(SC=2CN(CCC21)C(C=CCNCC(C)C)=O)C#N)C(F)(F)F 2-(1-Ethyl-3-(trifluoromethyl)-1H-pyrazol-4-yl)phenyl-6-(4-(isobutylamino)but-2-enoyl)-4,5,6,7-tetrahydrothieno[2,3-c]pyridine-2-carbonitrile